5-(2-(naphthalen-1-yl)acetamido)-1H-imidazole-4-carboxamide C1(=CC=CC2=CC=CC=C12)CC(=O)NC1=C(N=CN1)C(=O)N